CC1OC(C2C(O1)C1=CC=CC=C1C2)C 4,4a,5,9b-tetrahydro-2,4-dimethyl-indeno[1,2-d]-m-dioxin